(6aR)-8-acryloyl-4-chloro-3-(2-fluoro-6-hydroxyphenyl)-1-((S)-4-(2-methoxyethyl)-2-methylpiperazin-1-yl)-6,6a,7,8,9,10-hexahydro-12H-pyrazino[2,1-c]pyrido[3,4-f][1,4]oxazepin-12-one C(C=C)(=O)N1C[C@@H]2COC3=C(C(N2CC1)=O)C(=NC(=C3Cl)C3=C(C=CC=C3O)F)N3[C@H](CN(CC3)CCOC)C